2-Adamantyl acetate C(C)(=O)OC1C2CC3CC(CC1C3)C2